OCCN(CP(=O)(O)O)CP(O)(O)=O [(2-hydroxyethyl)(phosphonomethyl)amino]-methylphosphonic acid